C1(CCCC1)C1=CC(=C(C(=C1)OC)C=1C=2N(C=CC1C)C=CN2)OC 8-(4-Cyclopentyl-2,6-dimethoxyphenyl)-7-methylimidazo[1,2-a]pyridine